7-[(3R,4S)-4-[(4-chlorophenyl)amino]-3-methyl-piperidin-1-yl]-2,4-dimethyl-5-oxo-4H,5H-[1,3]thiazolo[5,4-b]pyridine-6-carbonitrile ClC1=CC=C(C=C1)N[C@@H]1[C@@H](CN(CC1)C=1C2=C(N(C(C1C#N)=O)C)SC(=N2)C)C